[Si](C)(C)(C(C)(C)C)OC1CC=C(CC12CCCCC2)C2=NN(C=C2CN(CCN(C(OC(C)(C)C)=O)C)C)C2OCCCC2 tert-butyl N-(2-{[(3-{5-[(tert-butyldimethylsilyl) oxy] spiro[5.5]undec-2-en-2-yl}-1-(oxacyclohex-2-yl)-1H-pyrazol-4-yl) methyl] (methyl) amino} ethyl)-N-methylcarbamate